CN1CCN(CC1)C=1N=C2C(=NC1)N(C=C2C=2CCN(CC2)C(=O)OC(C)(C)C)COCC[Si](C)(C)C tert-butyl 4-[2-(4-methylpiperazin-1-yl)-5-(2-trimethylsilylethoxymethyl) pyrrolo[2,3-b]pyrazin-7-yl]-3,6-dihydro-2H-pyridine-1-carboxylate